N-(5-(3-chlorophenoxy)-4-methylthiazol-2-yl)-2-hydroxyacetamide ClC=1C=C(OC2=C(N=C(S2)NC(CO)=O)C)C=CC1